C(CCC)N(CCNCCN)CCCC N,N-dibutyl-diethylenetriamine